(S)-N-(4-cyclobutyl-1-methyl-3-(1-(trifluoromethyl)cyclobutyl)-1H-pyrazol-5-yl)-2,2-difluorocyclopropane-1-carboxamide C1(CCC1)C=1C(=NN(C1NC(=O)[C@H]1C(C1)(F)F)C)C1(CCC1)C(F)(F)F